(S)-N-(chroman-4-yl)-2-(1-ethylpiperidin-4-yl)-4-methylbenzo[d]Thiazole-6-Formamide O1CC[C@@H](C2=CC=CC=C12)NC(=O)C1=CC2=C(N=C(S2)C2CCN(CC2)CC)C(=C1)C